4-(4-((1R,5S)-3,8-diazabicyclo[3.2.1]octan-8-yl)-6-fluoro-2-(((2R,7aS)-2-fluorotetrahydro-1H-pyrrolizin-7a(5H)-yl)methoxy)quinazolin-7-yl)naphthalen-2-ol [C@H]12CNC[C@H](CC1)N2C2=NC(=NC1=CC(=C(C=C21)F)C2=CC(=CC1=CC=CC=C21)O)OC[C@]21CCCN1C[C@@H](C2)F